6,11,17-trimethyl-2,6,9,12,17-pentaazabicyclo[16.1.0]nonadecane CN1CCCNC2CC2N(CCCCNC(CNCC1)C)C